2-[4-chloro-2-(1,1-difluoropropyl)-5-fluorophenoxy]acetic acid ClC1=CC(=C(OCC(=O)O)C=C1F)C(CC)(F)F